CS(=O)([O-])=S.[Na+] sodium methanethiosulfonate